6-(2-((tert-butyldiphenylsilyl)oxy)-6-fluorophenyl)-7-chloro-4-cyclopropyl-1-(piperazin-1-yl)phthalazine [Si](C1=CC=CC=C1)(C1=CC=CC=C1)(C(C)(C)C)OC1=C(C(=CC=C1)F)C=1C=C2C(=NN=C(C2=CC1Cl)N1CCNCC1)C1CC1